ClC=1C=C2C3=C(NC2=C(C1)C=1C=CC(=NC1)N1C(OCC1)=O)C(=NC=C3)C 3-[5-(6-Chloro-1-methyl-9H-pyrido[3,4-b]indol-8-yl)-pyridin-2-yl]-oxazolidin-2-one